2-(2-(((tert-butyldimethylsilyl)oxy)methyl)-5-nitrophenyl)-5-fluoropyrimidine [Si](C)(C)(C(C)(C)C)OCC1=C(C=C(C=C1)[N+](=O)[O-])C1=NC=C(C=N1)F